tert-butyl (1R,8S)-3,6,9-triazatricyclo[6.1.1.02,6]deca-2,4-diene-9-carboxylate [C@@H]12C3=NC=CN3C[C@@H](N1C(=O)OC(C)(C)C)C2